P(=O)([O-])([O-])[O-].[Na+].C(C(=O)O)(=O)O.[Na+].[Na+] oxalic acid sodium phosphate